CN1C(=CC2=C(C=C(C=C12)C(F)(F)F)C)CC=1C(=NC=CC1)O (1,4-dimethyl-6-(trifluoromethyl)-1H-indol-2-yl)methylpyridin-2-ol